ClN[C@@H](CC1=CC=C(C=C1)O)C(=O)O chlorotyrosine